O1C(OC2=C1C=CC=C2)C=O benzo[d][1,3]dioxolecarbaldehyde